O[C@@]1(CC[C@H]2[C@@H]3CCC4=CC(CCC4(C3=CCC12C)C)=O)C(COC(=O)C1=CC=C(C(=O)O)C=C1)=O 4-((2-((8S,14S,17R)-17-hydroxy-10,13-dimethyl-3-oxo-2,3,6,7,8,10,12,13,14,15,16,17-dodecahydro-1H-cyclopenta[a]phenanthren-17-yl)-2-oxoethoxy)carbonyl)benzoic acid